3-(2,6-difluoro-4-(piperidin-4-ylamino)phenyl)piperidine-2,6-dione FC1=C(C(=CC(=C1)NC1CCNCC1)F)C1C(NC(CC1)=O)=O